C[NH2+]C.C(C)O.C(C)O diethanol dimethyl-ammonium salt